2-((3-(2,6-Dioxopiperidin-3-yl)-1-methyl-1H-indazol-7-yl)oxy)-N-(3-fluoro-5-morpholinophenyl)acetamide O=C1NC(CCC1C1=NN(C2=C(C=CC=C12)OCC(=O)NC1=CC(=CC(=C1)N1CCOCC1)F)C)=O